1,4-dihydro-2-((4-methoxypiperidin-1-yl)methyl)-4-oxoquinazolin COC1CCN(CC1)CC=1NC2=CC=CC=C2C(N1)=O